ClC1=C(N(C(=C1C(C(=O)NC1(CC(C1)(F)F)C=C)=O)C)C)C(=O)NC1=CC(=C(C=C1)F)C#N 3-chloro-N-(3-cyano-4-fluoro-phenyl)-4-[2-[(3,3-difluoro-1-vinyl-cyclobutyl)amino]-2-oxo-acetyl]-1,5-dimethyl-pyrrole-2-carboxamide